6-[3-(2-methoxy-4-methylsulfonyl-anilino)prop-1-ynyl]-N-[(3S,4S)-3-methyl-4-piperidyl]-1-(2,2,2-trifluoroethyl)benzimidazole-4-carboxamide COC1=C(NCC#CC=2C=C(C3=C(N(C=N3)CC(F)(F)F)C2)C(=O)N[C@@H]2[C@H](CNCC2)C)C=CC(=C1)S(=O)(=O)C